2-butyl-4-(3-methoxy-4-(piperidin-4-yloxy)phenyl)-2,7-naphthyridin-1(2H)-one C(CCC)N1C(C2=CN=CC=C2C(=C1)C1=CC(=C(C=C1)OC1CCNCC1)OC)=O